FC1=C(C(=CC=C1C(=O)C1=CNC2=NC=C(C=C21)C=2C=NC(=NC2)C(C)C)F)NS(=O)(=O)CCC N-(2,6-difluoro-3-(5-(2-isopropyl-pyrimidin-5-yl)-1H-pyrrolo[2,3-b]pyridine-3-carbonyl)phenyl)-propane-1-sulfonamide